C(CCCCCCCCCCCCC)OC(C(=C)C)=O.C1(CCCCC1)NC(C(=C)C)=O (N-cyclohexylmethacrylamide) tetradecyl-methacrylate